2-(4,8-dichloro-6-(2,5-dichloropyrimidin-4-yl)quinolin-3-yl)propan-2-ol ClC1=C(C=NC2=C(C=C(C=C12)C1=NC(=NC=C1Cl)Cl)Cl)C(C)(C)O